3,9-bis[2-{3-(3-t-butyl-4-hydroxy-5-methylphenyl)propionyloxy}-1,1-dimethylethyl]-2,4,8,10-tetraoxaspiro[5.5]Undecan C(C)(C)(C)C=1C=C(C=C(C1O)C)CCC(=O)OCC(C)(C)C1OCC2(CO1)COC(OC2)C(COC(CCC2=CC(=C(C(=C2)C)O)C(C)(C)C)=O)(C)C